ClC1=C(C=CC=C1F)CC(=O)NC1=CC(=NC=C1)N(C(C)=O)C1=CC=C(C=C1)OC(F)F N-{4-[2-(2-chloro-3-fluorophenyl)acetamido]pyridin-2-yl}-N-[4-(difluoromethoxy)phenyl]acetamide